COC1=C(C=CC=C1)C=1N(C=CC1)C1(CCCC1)C(=O)C(C(=O)OC)C(=O)OC Dimethyl 2-(1-(2-(2-methoxyphenyl)-1H-pyrrol-1-yl)cyclopentane-1-carbonyl)malonate